3-((4-bromophenyl)sulfonyl)-5-(ethyl-(phenyl)amino)-6-(m-tolyl)pyridine-2,4-diol BrC1=CC=C(C=C1)S(=O)(=O)C=1C(=NC(=C(C1O)N(C1=CC=CC=C1)CC)C=1C=C(C=CC1)C)O